O[C@H](C)[C@@]1(CN(C[C@H]1C1=CC(=C(C=C1)OC)O)C(=O)OC(C)(C)C)C tert-butyl (3S,4S)-3-[(1R)-1-hydroxyethyl]-4-(3-hydroxy-4-methoxyphenyl)-3-methylpyrrolidine-1-carboxylate